(S)-3-(aminomethyl)-5-methyl-N-((4-(5-(p-tolyl)-3-(trifluoromethyl)-1H-pyrazol-1-yl)phenyl)sulfonyl)hexanamide hydrochloride Cl.NC[C@H](CC(=O)NS(=O)(=O)C1=CC=C(C=C1)N1N=C(C=C1C1=CC=C(C=C1)C)C(F)(F)F)CC(C)C